6-methylimidazo[1,2-c]pyrimidin-5(6H)-one CN1C(N2C(C=C1)=NC=C2)=O